8-bromo-6-[(4-phenyl-1-piperidyl)sulfonyl]-[1,2,4]triazolo[1,5-a]pyridine BrC=1C=2N(C=C(C1)S(=O)(=O)N1CCC(CC1)C1=CC=CC=C1)N=CN2